BrC=1C(=C(C2=C(NC(N2)O)C1)C(=O)N(CC1=CC=C(C=C1)OC)C(C(=O)NC(C)(C)C)C1=C(C=CC(=C1)F)Cl)F 6-Bromo-N-(2-(tert-butylamino)-1-(2-chloro-5-fluorophenyl)-2-oxoethyl)-5-fluoro-N-(4-methoxybenzyl)-2-hydroxy-2,3-dihydro-1H-benzo[d]imidazole-4-carboxamide